ClC1=C(C=C(C=C1)F)[C@H]1NC(C2=CC(=CC(=C12)NC(C1=CC(=CC(=C1)C(F)(F)F)F)=O)C(=O)NCCCCCCCNC(=O)C=1C=C2CN(C(C2=CC1)=O)C1C(NC(CC1)=O)=O)=O (1S)-1-(2-chloro-5-fluorophenyl)-N-(7-(2-(2,6-dioxopiperidin-3-yl)-1-oxoisoindoline-5-carboxamido)heptyl)-7-(3-fluoro-5-(trifluoromethyl)benzamido)-3-oxoisoindoline-5-carboxamide